C(C)(=O)OI(C=1C=C(C=CC1)NC(C)=O)OC(C)=O N-(3-(diacetoxyiodo)phenyl)acetamide